Methyl 8-((1-(8-(3-(benzyloxy)-4-methylphenyl)-7-(4-cyano-3-fluorophenyl)imidazo[1,2-c]pyrimidin-5-yl)piperidin-4-yl)amino)-8-oxooctanoate C(C1=CC=CC=C1)OC=1C=C(C=CC1C)C=1C=2N(C(=NC1C1=CC(=C(C=C1)C#N)F)N1CCC(CC1)NC(CCCCCCC(=O)OC)=O)C=CN2